methyl 4-((tert-butoxycarbonyl)amino)-1-(5-(3-cyano-6-ethoxypyrazolo[1,5-a]pyridin-4-yl)pyridin-2-yl)piperidine-4-carboxylate C(C)(C)(C)OC(=O)NC1(CCN(CC1)C1=NC=C(C=C1)C=1C=2N(C=C(C1)OCC)N=CC2C#N)C(=O)OC